C(#N)C(C(=O)NC1=C(C=C(C=C1)S(=O)(=O)N(C1=C(N=CS1)C(=O)OC(C)(C)C)CC1=CC=C(C=C1)OC)F)C Tert-butyl 5-[[4-(2-cyanopropanoylamino)-3-fluoro-phenyl]sulfonyl-[(4-methoxyphenyl)methyl]amino]thiazole-4-carboxylate